(7-(Thiophen-3-yl)-3-(5-((2-(trifluoromethyl)pyridin-3-yl)thio)-1H-imidazo[4,5-b]pyrazin-2-yl)-3-azabicyclo[4.1.0]heptan-7-yl)methanamine S1C=C(C=C1)C1(C2CCN(CC12)C1=NC=2C(=NC=C(N2)SC=2C(=NC=CC2)C(F)(F)F)N1)CN